FC(CN1N=NC2=C1C=C(C=C2)C=2C(=C(N1N=C(N=C(C12)OC)N[C@@H]1[C@@H](CN(CC1)C(CO)=O)F)[2H])F)F 1-((3R,4S)-4-((5-(1-(2,2-difluoroethyl)-1H-benzo[d][1,2,3]triazol-6-yl)-6-fluoro-4-methoxypyrrolo[2,1-f][1,2,4]triazin-2-yl-7-d)amino)-3-fluoropiperidin-1-yl)-2-hydroxyethan-1-one